N-(5-((5-chloropyridin-2-yl)methoxy)-1,3,4-thiadiazol-2-yl)-5-fluoro-4-(2-methoxyphenyl)-6-methylnicotinamide ClC=1C=CC(=NC1)COC1=NN=C(S1)NC(C1=CN=C(C(=C1C1=C(C=CC=C1)OC)F)C)=O